(4-(3-(3,4-difluoro-2-methoxyphenyl)-5-methyl-5-(trifluoromethyl)tetrahydrothiophene-2-carboxamido)-2-fluorophenyl)boric acid FC=1C(=C(C=CC1F)C1C(SC(C1)(C(F)(F)F)C)C(=O)NC1=CC(=C(C=C1)OB(O)O)F)OC